3-(7-(7-(4-(dimethylcarbamoyl)phenyl)-5H-pyrrolo[2,3-b]pyrazin-2-yl)-5-methyl-3,4-dihydroisoquinolin-2(1H)-yl)propionic acid CN(C(=O)C1=CC=C(C=C1)C1=CNC2=NC=C(N=C21)C2=CC(=C1CCN(CC1=C2)CCC(=O)O)C)C